N-(5-bromopyridin-2-yl)-2-((S)-4,4-difluoro-3-(6-oxo-1,6-dihydropyridin-3-yl)piperidin-1-yl)propanamide BrC=1C=CC(=NC1)NC(C(C)N1C[C@@H](C(CC1)(F)F)C1=CNC(C=C1)=O)=O